mono(bis(di-tert-butyl(4-(dimethylamino)phenyl)phosphonio)palladium(IV)) dichloride C(C)(C)(C)[P+](C1=CC=C(C=C1)N(C)C)(C(C)(C)C)[Pd]([P+](C(C)(C)C)(C(C)(C)C)C1=CC=C(C=C1)N(C)C)(Cl)Cl